4-(2-methylpropyl)piperazin CC(CN1CCNCC1)C